ClC=1C=CC(=C(C1)C1=C2C(=NC(=C1)C)C(=CS2)C(=O)OC(C)(C)C)OCCN2C(=NC1=CC(=C(C(=C1C2=O)C#N)CC2=NC=CC=C2F)C(F)(F)F)C tert-butyl 7-(5-chloro-2-(2-(5-cyano-6-((3-fluoropyridin-2-yl)methyl)-2-methyl-4-oxo-7-(trifluoromethyl)quinazolin-3(4H)-yl)ethoxy)phenyl)-5-methylthieno[3,2-b]pyridine-3-carboxylate